(octahydro-4,7-methylene-1H-indenyl)ethanolate methacrylate C(C(=C)C)(=O)[O-].C1C2C3CCC(C3C1CC2)C(C)[O-]